NC1CN(CC1)C1=NC(=CC(=N1)N1C(C=2C(=NC=CC2C1=O)C1=C(C=CC=C1OC)F)C)C 2-(2-(3-aminopyrrolidin-1-yl)-6-methylpyrimidin-4-yl)-4-(2-fluoro-6-methoxyphenyl)-3-methyl-2,3-dihydro-1H-pyrrolo[3,4-c]pyridin-1-one